5-(4'-phenyl-1,1'-biphenyl-3-yl)-12-(9,9-dimethylfluorene-2-yl)-5H,12H-indolo[3,2-a]carbazole C1(=CC=CC=C1)C1=CC=C(C=C1)C1=CC(=CC=C1)N1C2=CC=CC=C2C=2C1=CC=C1C3=CC=CC=C3N(C21)C2=CC=1C(C3=CC=CC=C3C1C=C2)(C)C